C(C)(C)(C)OC(=O)N1C(CN(CC1)C1=NC=C(N=C1)C(NC1=CC2=C(N=C(O2)C)C(=C1)F)=O)C.C(C)C1=CC2=C(C3=CC=CC=C3C(=C2C=C1)OC(=O)CC(C=CCCCCCCCCCCCCCC)C(=O)O)OC(=O)CC(C(=O)O)C=CCCCCCCCCCCCCCC 2-ethyl-9,10-bis(2-n-hexadecenyl-2-carboxyethyl)carbonyloxyanthracene tert-Butyl-4-[5-[(4-fluoro-2-methyl-1,3-benzoxazol-6-yl)carbamoyl]pyrazin-2-yl]-2-methyl-piperazine-1-carboxylate